C(C)(=O)[O-].[NH+]1=NC=CC=C1 pyridazinium acetate